C(C1=CC=CC=C1)OCC1CCC(CC1)C=1N=C2N(C=C(C(=C2)OC(C)C)C(=O)NC=2C(N(C=CC2)[C@@H]2[C@@H](C2)F)=O)C1 2-[4-(benzyloxymethyl)cyclohexyl]-7-isopropoxy-N-[2-oxo-1-[(1s,2r)-2-fluorocyclopropyl]-3-pyridinyl]imidazo[1,2-a]pyridine-6-carboxamide